C[C@]12CC[C@@H]([C@@H]1C[C@@H]([C@@]3([C@@H]2CC[C@H]4[C@]3([C@H](C[C@@H]5[C@@]4(CCCC5(C)C)C)O)C)C)O)C(C)(C)O The molecule is a hopanoid that is hopane substituted by hydroxy groups at positions 7, 15 and 22 respectively (the 7beta,15alpha-stereoisomer). It has been isolated from Hypocrella species. It has a role as a fungal metabolite. It is a hopanoid, a pentacyclic triterpenoid and a triol.